3-chloropropyl (2R,3S,5R)-5-methyl-2-(((triethylsilyl)oxy)methyl)-3-(2,2,2-trifluoro-N-(4-methoxybenzyl)acetamido)pyrrolidine-1-carboxylate C[C@@H]1C[C@@H]([C@@H](N1C(=O)OCCCCl)CO[Si](CC)(CC)CC)N(C(C(F)(F)F)=O)CC1=CC=C(C=C1)OC